N-((4-bromothiophen-2-yl)(cyclopentyl)methyl)-2-methylpropane-2-sulfinamide BrC=1C=C(SC1)C(NS(=O)C(C)(C)C)C1CCCC1